((S)-1-(((S)-1-cyano-2-((S)-2-oxopiperidin-3-yl)ethyl)amino)-4-fluoro-4-methyl-1-oxopentan-2-yl)-4-methoxy-1H-indole-2-carboxamide C(#N)[C@H](C[C@H]1C(NCCC1)=O)NC([C@H](CC(C)(C)F)N1C(=CC2=C(C=CC=C12)OC)C(=O)N)=O